trans-fluorobutanediamine cadmium chloride [Cl-].[Cd+2].FC(CCC)(N)N.[Cl-]